COC=1C=C(C=CC1)NC1=CC(=NC=N1)N1CCC(CC1)N1CC2=CC=CC=C2CC1 trans-1-(6-((3-methoxyphenyl)amino)pyrimidin-4-yl)-4-(3,4-dihydroisoquinolin-2(1H)-yl)piperidine